C(C)N1C(NC2=C(C1=O)N=CC(=C2)CN2CCN(CC2)C=2C=CC(=NC2C(F)(F)F)C(=O)NC)=O 5-(4-((3-ethyl-2,4-dioxo-1,2,3,4-tetrahydropyrido[3,2-d]pyrimidin-7-yl)methyl)piperazin-1-yl)-N-methyl-6-(trifluoromethyl)pyridinecarboxamide